1-(7-(8-ethyl-7-fluoro-3-hydroxynaphthalen-1-yl)-8-fluoro-2-(((2R,7aS)-2-fluorohexahydro-1H-pyrrolizin-7a-yl)methoxy)pyrido[4,3-d]pyrimidin-4-yl)-5,5-difluoropiperidin-3-ol C(C)C=1C(=CC=C2C=C(C=C(C12)C1=C(C=2N=C(N=C(C2C=N1)N1CC(CC(C1)(F)F)O)OC[C@]12CCCN2C[C@@H](C1)F)F)O)F